tert-butyl (R)-(1-(6-cyclopropyl-8-(2,5-dimethyl-6-oxo-2,5,7-triazaspiro[3.4]octan-7-yl)imidazo[1,2-a]pyridin-2-yl)ethyl)carbamate C1(CC1)C=1C=C(C=2N(C1)C=C(N2)[C@@H](C)NC(OC(C)(C)C)=O)N2C(N(C1(CN(C1)C)C2)C)=O